OCC1(CCC(CC1)C1CC12NCCC(C2)C(=O)N)C(F)(F)F ((1r,4S)-4-(hydroxymethyl)-4-(trifluoromethyl)cyclohexyl)-4-azaspiro[2.5]octane-7-carboxamide